tert-butyl N-[1-(3-formylcyclobutyl)piperidin-4-yl]carbamate C(=O)C1CC(C1)N1CCC(CC1)NC(OC(C)(C)C)=O